Benzyl 9-((4-(((9H-fluoren-9-yl)methoxy)carbonyl)piperazin-1-yl)methyl)-3-azaspiro[5.5]undecane-3-carboxylate C1=CC=CC=2C3=CC=CC=C3C(C12)COC(=O)N1CCN(CC1)CC1CCC2(CCN(CC2)C(=O)OCC2=CC=CC=C2)CC1